(R)-5-(1-(3-(1H-pyrazol-1-yl)propanoyl)piperidin-3-yl)-4-fluoro-N,N-dimethyl-7-(4-(piperazin-1-yl)phenyl)benzofuran-2-carboxamide N1(N=CC=C1)CCC(=O)N1C[C@H](CCC1)C=1C=C(C2=C(C=C(O2)C(=O)N(C)C)C1F)C1=CC=C(C=C1)N1CCNCC1